The molecule is an organic heterobicyclic compound that is a cyclic peroxy compound isolated from the Australian marine sponge Plakinastrella clathrata. It has a role as a metabolite. It is a gamma-lactone and an organic heterobicyclic compound. C[C@@]1(C[C@]2([C@H](CC(=O)O2)OO1)C)CCCCCCCCCCCCC3=CC=CC=C3